6-phenyldibenzofuran-4-amine C1(=CC=CC=C1)C1=CC=CC=2C3=C(OC21)C(=CC=C3)N